ethyl 6-bromopyridine-3-carboxylate BrC1=CC=C(C=N1)C(=O)OCC